N-((5-Bromo-4-methylpyridin-3-yl)methyl)ethanesulfonamide BrC=1C(=C(C=NC1)CNS(=O)(=O)CC)C